CC(/C=C/C(C(=O)OCC)NC(C1=CC(=CC=C1)C=1SC=CC1)=O)(C)C ethyl (E)-5,5-dimethyl-2-[m-(2-thienyl)benzoylamino]-3-hexenoate